1,1'-(1,2-phenylenebis(propan-3,1-diyl))bis(1-methylpyrrolidin-1-ium) C1(=C(C=CC=C1)CCC[N+]1(CCCC1)C)CCC[N+]1(CCCC1)C